5-((4-(3-(6-(4-Amino-4-methylpiperidin-1-yl)-1H-pyrazolo[3,4-b]pyrazin-3-yl)-2-Chlorophenyl)piperazin-1-yl)methyl)-2-(2,6-dioxopiperidin-3-yl)isoindoline-1,3-dione NC1(CCN(CC1)C1=CN=C2C(=N1)NN=C2C=2C(=C(C=CC2)N2CCN(CC2)CC=2C=C1C(N(C(C1=CC2)=O)C2C(NC(CC2)=O)=O)=O)Cl)C